BrC1=NC=C(C=C1)N1CCCC1 2-bromo-5-(pyrrolidin-1-yl)pyridine